C(=O)(O)CC1=CC=C(C(=O)O)C=C1 4-(carboxymethyl)benzoic acid